ethyl [(ethoxycarbonyl)thio]acetate C(C)OC(=O)SCC(=O)OCC